CN1C=CC=2C1=NC=CC2C2=NC=CC1=C2CN(C1=O)C(=O)[O-] 4-(1-methyl-1H-pyrrolo[2,3-b]pyridin-4-yl)-1-oxo-1,3-dihydro-2H-pyrrolo[3,4-c]pyridine-2-carboxylate